3-(1-cyano-1-methyl-ethyl)-N-[1-[3-[5-(2,2,2-trifluoroethoxy)pyrimidin-2-yl]pyrazin-2-yl]ethyl]-5-(trifluoromethyl)benzamide C(#N)C(C)(C)C=1C=C(C(=O)NC(C)C2=NC=CN=C2C2=NC=C(C=N2)OCC(F)(F)F)C=C(C1)C(F)(F)F